arsenic germanium dioxide [Ge](=O)=O.[As]